C(C)OC=1C=C(C=O)C=CC1OCCCCC\C=C/CC (Z)-3-ethoxy-4-(non-6-en-1-yloxy)benzaldehyde